ClC(Cl)[N+](CC)(CC)[O-] dichloromethyl-diethylamine oxide